2,7-bis[N-(4-diphenylaminophenyl)-N-phenylamino]Spiro-9,9'-bifluorene ethyl-2-(3-bromo-2-chloro-6-methylphenyl)acetate C(C)OC(CC1=C(C(=CC=C1C)Br)Cl)=O.C1(=CC=CC=C1)N(C1=CC=C(C=C1)N(C1=CC=CC=C1)C1=CC=2C3(C4=CC(=CC=C4C2C=C1)N(C1=CC=C(C=C1)N(C1=CC=CC=C1)C1=CC=CC=C1)C1=CC=CC=C1)C1=CC=CC=C1C1=CC=CC=C13)C1=CC=CC=C1